tert-butyl (3S)-3-methyl-4-(5-(3-methyl-2,6-dioxopiperidin-3-yl)pyridin-2-yl)piperazine-1-carboxylate C[C@H]1CN(CCN1C1=NC=C(C=C1)C1(C(NC(CC1)=O)=O)C)C(=O)OC(C)(C)C